1,2-Dihydro-2-[6-(4-morpholinyl)-4-pyrimidinyl]-4-(1H-1,2,3-triazol-1-yl)-3H-pyrazol-3-one N1(CCOCC1)C1=CC(=NC=N1)N1NC=C(C1=O)N1N=NC=C1